4-[({4-Cyano-3-[2-methyl-1-(morpholin-4-carbonyl)pyrrolidin-3-yl]-1-(thiophen-3-carbonyl)-1H-pyrazol-5-yl}(methyl)amino)methyl]benzol C(#N)C=1C(=NN(C1N(C)CC1=CC=CC=C1)C(=O)C1=CSC=C1)C1C(N(CC1)C(=O)N1CCOCC1)C